C(CCCCCC)OC=1C2=CC=CC=C2C(=C2C=CC=CC12)OCCCCCCC 9,10-bis(n-heptyloxy)anthracene